Cl.NC/C(/CN1N=CN(C1=O)CC1=CC=C(S1)C#CC1=CC2=C(OCC(N2)=O)N=C1)=C\F 7-[2-[5-[[1-[(E)-2-(aminomethyl)-3-fluoro-allyl]-5-oxo-1,2,4-triazol-4-yl]methyl]-2-thienyl]ethynyl]-1H-pyrido[2,3-b][1,4]oxazin-2-one hydrochloride